5-methylamino-3-benzyl-1-(4-vinylbenzyl)-1H-1,2,4-triazole CNC1=NC(=NN1CC1=CC=C(C=C1)C=C)CC1=CC=CC=C1